ClC=1C=C(C=C(C1)Cl)C=1OC(=CN1)C(=O)N[C@H](C(N[C@H](C(O)C=1SC=CN1)CCC(F)(F)F)=O)C 2-(3,5-dichlorophenyl)-N-((2S)-1-oxo-1-(((2S)-5,5,5-trifluoro-1-hydroxyl-(thiazol-2-yl)pentan-2-yl)amino)propan-2-yl)oxazole-5-carboxamide